(cis)-benzylhexahydropyrrolo[3,4-b][1,4]oxazine-4(4aH)-carboxylate C(C1=CC=CC=C1)OC(=O)N1[C@H]2[C@@H](OCC1)CNC2